FC1=CC=C(CN(C2=CC(=C(CNC(OC)=O)C(=C2)C)C)CCC)C=C1 methyl 4-(4-fluorobenzylpropylamino)-2,6-dimethylbenzylcarbamate